2-[(Z)-3-Phenylacryloyl]benzoic acid C1(=CC=CC=C1)\C=C/C(=O)C1=C(C(=O)O)C=CC=C1